C(C)(C)(C)OC(=O)N1CCN(CC1)C1=NC=CC(=C1)C=1C(=C(C=C(C1)F)C1=CC(=C(C=C1)N1C=NN(C1=O)C)Cl)OC 4-(4-(3'-chloro-5-fluoro-2-methoxy-4'-(1-methyl-5-oxo-1H-1,2,4-triazol-4(5H)-yl)-[1,1'-biphenyl]-3-yl)pyridin-2-yl)piperazine-1-carboxylic acid tert-butyl ester